8-cyclopropyl-1,3-diiodo-2H-quinolizin-2-one C1(CC1)C=1C=CN2C=C(C(C(=C2C1)I)=O)I